3-chloro-4,4'-methylenedianiline ClC=1C=C(N)C=CC1CC1=CC=C(N)C=C1